CN(C(CC)=O)C N,N-dimethyl-β-propanamide